1-(tert-butyl) 2-ethyl 4-oxopyrrolidine-1,2-dicarboxylate O=C1CC(N(C1)C(=O)OC(C)(C)C)C(=O)OCC